CCCCCCCCC(CCCCCCCC)OC(CCCCCCCN(CCCCCCCC(=O)O)CCCNC1=C(C(C1=O)=O)NC)=O 8-{[8-(heptadecan-9-yloxy)-8-oxooctyl](3-{[2-(methylamino)-3,4-dioxocyclobut-1-en-1-yl]amino}propyl)amino}octanoic acid